5-hydroxyhexahydrocyclopenta[C]pyrrole-2(1H)-carboxylic acid tert-butyl ester C(C)(C)(C)OC(=O)N1CC2C(C1)CC(C2)O